FC=1C(=NC(=NC1)N[C@H]1[C@@H](COCC1)O)C1=C2C(C(=C(N(C2=CC=C1)C(C)C)C(=O)O)C)=O (5-fluoro-2-(((3S,4R)-3-hydroxytetrahydro-2H-pyran-4-yl)amino)pyrimidin-4-yl)-1-isopropyl-3-methyl-4-oxo-1,4-dihydroquinoline-2-carboxylic acid